C(C)(C)(C)OCCCCCC[Si](NC(C)(C)C)(C)Cl 1-(6-(tert-butoxy)hexyl)-N-(tert-butyl)-1-chloro-1-methylsilanamine